FC1=C(NC2=NC=NN3C2=C(C=C3)C3CCN(CC3)C(C=C)=O)C=CC(=C1)OC1=CC(=NC=C1)N1CC(C1)(C)OC 1-[4-[4-[2-fluoro-4-[[2-(3-methoxy-3-methyl-azetidin-1-yl)-4-pyridyl]oxy]anilino]pyrrolo[2,1-f][1,2,4]triazin-5-yl]-1-piperidyl]prop-2-en-1-one